(E)-4-(8-amino-3-((4-(dimethyl-amino)but-2-enamido)methyl)imidazo[1,5-a]pyrazin-1-yl)-N-(pyridin-2-yl)benzamide NC=1C=2N(C=CN1)C(=NC2C2=CC=C(C(=O)NC1=NC=CC=C1)C=C2)CNC(\C=C\CN(C)C)=O